BrC1=C(C=C2CCN3C(C2=C1)=C(N=C3C(=O)N3[C@](CCC3)(C(=O)N)C)CC(F)(F)F)OC (R)-1-(9-bromo-8-methoxy-1-(2,2,2-trifluoroethyl)-5,6-dihydroimidazo[5,1-a]isoquinoline-3-carbonyl)-2-methylpyrrolidine-2-carboxamide